FC=1C=C(C=CC1C=1C=CC=2N(C1)N=CN2)N2C(O[C@H](C2)CO)=O (5R)-3-[3-fluoro-4-([1,2,4]triazolo[1,5-a]pyridin-6-yl)phenyl]-5-(hydroxymethyl)-1,3-oxazolidin-2-one